N-(4-(4-amino-7-methyl-5-(4-(pyrrolidine-1-carbonyl)phenyl)-7H-pyrrolo[2,3-d]pyrimidin-6-yl)-3-fluorophenyl)methacrylamide NC=1C2=C(N=CN1)N(C(=C2C2=CC=C(C=C2)C(=O)N2CCCC2)C2=C(C=C(C=C2)NC(C(=C)C)=O)F)C